C(C)(C)C1=CC=C(CNC(=O)N2CC(CCC2)C2=C(OCC(C(=O)[O-])C)C=CC=C2)C=C1 3-(1-(4-isopropylbenzyl) carbamoylpiperidin-3-ylphenoxy)-2-methylpropionate